C(=O)(O)CNCCCC[C@H](N)C(=O)O Nε-CarboxymethylLysine